(S)-1-((R)-3-amino-1-(4-((6-amino-9H-purin-9-yl)methyl)-6-(3,4-difluorophenyl)pyridin-3-yl)piperidin-3-yl)-2,2-difluoroethan-1-ol N[C@]1(CN(CCC1)C=1C=NC(=CC1CN1C2=NC=NC(=C2N=C1)N)C1=CC(=C(C=C1)F)F)[C@@H](C(F)F)O